ClCC1=CC=C(C=C1)C1=NC=CC=C1OC 2-[4-(chloromethyl)phenyl]-3-methoxypyridine